N-(5-(1-hydroxy-2-methoxyethyl)-1,2,4-triazin-3-yl)t-pentylamide OC(COC)C=1N=C(N=NC1)[N-]C(C)(C)CC